ClC=1C=C(C=2N(N1)C=CN2)[C@@H]2[C@H](C2)C2=CC1=C(C=N2)C(C(N1CC(F)(F)F)=O)(C)C 6-[(1S,2S)-2-(6-chloroimidazo[1,2-b]pyridazin-8-yl)cyclopropyl]-3,3-dimethyl-1-(2,2,2-trifluoroethyl)pyrrolo[3,2-c]pyridin-2-one